1-hydroxy-1,3-propanediylbis-phosphonic acid OC(CCP(O)(O)=O)P(O)(O)=O